2-(5-(4-bromophenyl)-1,3,4-thiadiazol-2-yl)benzo[d]isothiazol-3(2H)-one BrC1=CC=C(C=C1)C1=NN=C(S1)N1SC2=C(C1=O)C=CC=C2